((cis)-1-(5-bromopyridin-2-yl)-3-fluoropiperidin-4-yl)carbamic acid tert-butyl ester C(C)(C)(C)OC(N[C@@H]1[C@@H](CN(CC1)C1=NC=C(C=C1)Br)F)=O